mono-propyl maleate C(\C=C/C(=O)[O-])(=O)OCCC